(2S,3S,E)-3-methyl-5-phenyl-2-(p-tolyl)pent-4-en-1-ol C[C@H]([C@H](CO)C1=CC=C(C=C1)C)\C=C\C1=CC=CC=C1